FC=1C=CC=2C(=C(C3=CC=C(C=C3C2C1)F)C#N)C#N 3,6-difluorophenanthrene-9,10-dinitrile